diisopropyl trisulfide C(C)(C)SSSC(C)C